tert-butyl (3S)-3-({2-fluoro-6-(methyl-d3-carbamoyl)pyridin-3-yl}oxy)-2-methylazetidine-1-carboxylate FC1=NC(=CC=C1O[C@@H]1C(N(C1)C(=O)OC(C)(C)C)C)C(NC([2H])([2H])[2H])=O